NCCNC1=NC(=NC=C1OC1=CC(=NC=C1C(C)C)Br)N N4-(2-aminoethyl)-5-((2-bromo-5-isopropylpyridin-4-yl)oxy)pyrimidine-2,4-diamine